FC(C(=O)O)(F)F.COC1=NC2=CC3=C(C=C2C=C1C)OCC[C@@H]1N(C3)CCNC1 (S)-11-methoxy-10-methyl-2,3,4,4a,5,6-hexahydro-1H,14H-pyrazino[1',2':5,6][1,5]oxazocino[2,3-g]quinoline 2,2,2-trifluoroacetate